ClC=1C(=C(C(=CC1Cl)Cl)OC(C(=O)OC1=C(C(=C(C=C1Cl)Cl)Cl)C(=O)OCCC(C)(C)C)=O)C(=O)OCCC(C)(C)C bis{3,4,6-trichloro-2-[(3,3-dimethylbutoxy)carbonyl] phenyl}-Oxalat